C(C1=CC=CC=C1)OC1=C(C(=C(C(=C1)C)Br)C)C 1-(benzyl-oxy)-4-bromo-2,3,5-trimethylbenzene